CC1(C[C@H](C(N1)=O)C[C@@H](C(=O)OC)NC(=O)[C@@H]1[C@@H]2[C@H](CN1C(=O)OC(C)(C)C)CCC2)C tert-butyl (3S,3aS,6aR)-3-[[(1S)-1-[[(3R)-5,5-dimethyl-2-oxo-pyrrolidin-3-yl]methyl]-2-methoxy-2-oxo-ethyl]carbamoyl]-3,3a,4,5,6,6a-hexahydro-1H-cyclopenta[c]pyrrole-2-carboxylate